C1(CC1)C1=NN(C(=C1)C)CC1CC2(CN(C2)C(=O)N2CC3(C2)CC(C3)N3N=C(N=C3)C3CC3)C1 [6-[(3-cyclopropyl-5-methyl-pyrazol-1-yl)methyl]-2-azaspiro[3.3]heptan-2-yl]-[6-(3-cyclopropyl-1,2,4-triazol-1-yl)-2-azaspiro[3.3]heptan-2-yl]methanone